1-(4-(1,1-dioxothiomorpholin-2-yl)phenyl)-3-(4-methoxybenzyl)urea O=S1(C(CNCC1)C1=CC=C(C=C1)NC(=O)NCC1=CC=C(C=C1)OC)=O